C(CCC)C1=C2COC(=O)C2=CC=C1 4-n-butylphthalide